COC=1C=C(C(=O)NN)C=C(C1C(C)C)OC 3,5-dimethoxy-4-isopropylbenzohydrazide